2-(3,3-difluoro-1-methylpyrrolidin-2-yl)-N-(2-(5-methylisoquinolin-1-yl)propan-2-yl)acetamide FC1(C(N(CC1)C)CC(=O)NC(C)(C)C1=NC=CC2=C(C=CC=C12)C)F